ClC=1C=CC=2C(=C3N(C2C1C=1C(=NN(C1C)CC(=O)O)C)CCCN(C3=O)C3=CC=CC=C3)CCCOC3=CC(=C(C(=C3)C)Cl)C 2-(4-(8-Chloro-11-(3-(4-chloro-3,5-dimethylphenoxy)propyl)-1-oxo-2-phenyl-2,3,4,5-tetrahydro-1H-[1,4]diazepino[1,2-a]indol-7-yl)-3,5-dimethyl-1H-pyrazol-1-yl)acetic Acid